ClC1=CC=C2C(=CNC2=C1)S(=O)(=O)NC1=C(C=C(C=C1)C(C)C#N)F 6-chloro-N-[4-(1-cyanoethyl)-2-fluorophenyl]-1H-indole-3-sulfonamide